FC(C(=O)C1=CC(=CC=C1)C(F)(F)F)(F)F 2,2,2-trifluoro-1-[3-(trifluoromethyl)phenyl]ethan-1-one